CC(C)(C)[O-].[Zr+4].CC(C)(C)[O-].CC(C)(C)[O-].CC(C)(C)[O-] zirconium (IV) tert.-butoxide